4,4'-bis-azido-biphenyl N(=[N+]=[N-])C1=CC=C(C=C1)C1=CC=C(C=C1)N=[N+]=[N-]